(6-bromo-2-methylimidazo[1,2-a]pyridin-7-yl)methanol BrC=1C(=CC=2N(C1)C=C(N2)C)CO